6-(1-(1-acetylpiperidin-4-yl)-3-methyl-1H-pyrazol-4-yl)-4-((3-fluoropyridin-2-yl)thio)pyrazolo[1,5-a]pyridine-3-carbonitrile C(C)(=O)N1CCC(CC1)N1N=C(C(=C1)C=1C=C(C=2N(C1)N=CC2C#N)SC2=NC=CC=C2F)C